(3S,4S)-1-(6-ethyl-8-fluoro-4-methyl-3-(3-methylisoxazol-5-yl)quinolin-2-yl)-3-fluoro-N-((R)-tetrahydrofuran-3-yl)piperidin-4-amine C(C)C=1C=C2C(=C(C(=NC2=C(C1)F)N1C[C@@H]([C@H](CC1)N[C@H]1COCC1)F)C1=CC(=NO1)C)C